C(CCCCCCC)(=O)OCC(COC(CCCCCCC)=O)(COCC(COC(CCCCCCC)=O)(COC(CCCCCCC)=O)CO)CO dipentaerythritol tetracaprylate